FC=1C=C(C=C(C1)F)[C@H]1CCC=2N1C=C(N2)NC([C@H](C)N2CCOCC2)=O (S)-N-((R)-5-(3,5-difluorophenyl)-6,7-dihydro-5H-pyrrolo[1,2-a]imidazol-2-yl)-2-morpholinopropanamide